OC1=C(C(=CC(=C1CNC(=O)C1CCCCC1)CCCCC)O)C1=CC(=CC=C1)C N-((2,6-dihydroxy-3'-methyl-4-pentyl-[1,1'-biphenyl]-3-yl)methyl)cyclohexanecarboxamide